(3R,7S)-N,3-dimethyl-10-oxo-9-((R)-1-(2-(trifluoromethyl)pyrimidin-5-yl)ethyl)-1,2,3,4,7,8,9,10-octahydropyrido[4',3':3,4]pyrazolo[1,5-a]pyrazine-7-carboxamide CNC(=O)[C@@H]1CN(C(C=2N1N=C1C2CN[C@@H](C1)C)=O)[C@H](C)C=1C=NC(=NC1)C(F)(F)F